FC1(CCC2=C1N=C(N=C2C2=CC1=C(C(NCCO1)=O)C(=C2)F)N2[C@H]([C@@H](C2)O)C)F 8-[7,7-difluoro-2-[(2S,3R)-3-hydroxy-2-methyl-azetidin-1-yl]-5,6-dihydrocyclopenta[d]pyrimidin-4-yl]-6-fluoro-3,4-dihydro-2H-1,4-benzoxazepin-5-one